FC(C(F)(F)F)(C=1C=C2C(=NC1)N(N=C2C(=O)OCC)C2OCCCC2)F Ethyl 5-(perfluoroethyl)-1-(tetrahydro-2H-pyran-2-yl)-1H-pyrazolo[3,4-b]pyridine-3-carboxylate